C(C(=C)C)(=O)O[2H] methacrylic acid-d